C(#N)C1=C2C=C(C=NC2=CC(=C1C1=C(C=NN1C)C1=CC=C2C(NN=C(C2=C1)CNC([O-])=O)=O)F)C [[7-[5-(5-cyano-7-fluoro-3-methyl-6-quinolyl)-1-methyl-pyrazol-4-yl]-4-oxo-3H-phthalazin-1-yl]methyl]carbamate